2-((S)-2-(((benzyloxy)carbonyl)amino)-3-(tert-butoxy)propanamido)-3-((tert-butoxycarbonyl)amino)propanoic acid C(C1=CC=CC=C1)OC(=O)N[C@H](C(=O)NC(C(=O)O)CNC(=O)OC(C)(C)C)COC(C)(C)C